C(C)(C)(C)C1N(C2=CC=CC=C2C(C1(F)F)N1C(N(C2=NC(=NC=C2C1)SC)C)=O)C(=O)OCC(C)C1=CSC=C1 2-(Thien-3-yl)propan-1-ol tert-butyl-3,3-difluoro-4-(1-methyl-7-methylsulfanyl-2-oxo-4H-pyrimido[4,5-d]pyrimidin-3-yl)-2,4-dihydroquinoline-1-carboxylate